COC=1C=C(C=CC1)NC1=NC=CC(=N1)N1C=2N(CCC1)N=C(C2)C#CC(C)(O)C=2SC=CN2 4-(4-(2-((3-methoxyphenyl)amino)pyrimidin-4-yl)-4,5,6,7-tetrahydropyrazolo[1,5-a]pyrimidin-2-yl)-2-(thiazol-2-yl)but-3-yn-2-ol